tert-butyl (4-((3-amino-6-phenylpyridin-2-yl)amino)-2-fluorophenyl)carbamate NC=1C(=NC(=CC1)C1=CC=CC=C1)NC1=CC(=C(C=C1)NC(OC(C)(C)C)=O)F